O=C1NC(CCC1N1C(C2=CC=C(C=C2C1=O)N1CCN(CC1)CCCC1CCN(CC1)C1=CC=C(C=C1)\C(=C(\CC)/C1=CC=CC=C1)\C1=CC=C(C=C1)B(O)O)=O)=O (Z)-(4-(1-(4-(4-(3-(4-(2-(2,6-dioxopiperidin-3-yl)-1,3-dioxoisoindolin-5-yl)piperazin-1-yl)propyl)piperidin-1-yl)phenyl)-2-phenylbut-1-en-1-yl)phenyl)boronic acid